[C@@H]1([C@@H](CC=CC1)C(=O)OC1=CC=CC=C1)C(=O)OC1=CC=CC=C1 diphenyl trans-4-cyclohexene-1,2-dicarboxylate